C(C1=CC=CC=C1)OC1[C@H](NC(CCC)=O)[C@@H](OCC2=CC=CC=C2)[C@H](O)[C@H](O1)COC(CCCCCCCC(=O)OCC1=CC=CC=C1)=O 1,3-di-O-benzyl-2-N-butyryl-6-O-(9-benzyloxy-9-oxononanoyl)-D-glucosamine